4-fluoro-2-[4-(4-methyl-4H-1,2,4-triazol-3-yl)piperidin-1-yl]-3-(pyridazin-4-yl)benzonitrile FC1=C(C(=C(C#N)C=C1)N1CCC(CC1)C1=NN=CN1C)C1=CN=NC=C1